2-methoxy-5-(4,4,5,5-tetramethyl-1,3,2-Dioxaborol-2-yl)phenol COC1=C(C=C(C=C1)B1OC(C(O1)(C)C)(C)C)O